C(C)(C)(C)OC(=O)N1C[C@@](O[C@H](C1)N1C(N=C(C=C1)NC(C1=CC=CC=C1)=O)=O)(CO[Si](C(C)C)(C(C)C)C(C)C)COC(C1=CC=CC=C1)(C1=CC=C(C=C1)OC)C1=CC=C(C=C1)OC Tert-butyl-(2S,6R)-6-(4-benzamido-2-oxo-pyrimidin-1-yl)-2-[[bis(4-methoxyphenyl)-phenyl-methoxy]methyl]-2-(triisopropylsilyloxymethyl)morpholine-4-carboxylate